ClC1=C(C(=O)P(C2=CC=CC3=CC=CC=C23)(C(C2=C(C=CC=C2Cl)Cl)=O)=O)C(=CC=C1)Cl bis(2,6-dichlorobenzoyl)-1-naphthyl-phosphine oxide